bis-(tri-tert.-butylphosphine) palladium (0) [Pd].C(C)(C)(C)P(C(C)(C)C)C(C)(C)C.C(C)(C)(C)P(C(C)(C)C)C(C)(C)C